2-(6-((2S,5R)-4-(1-(7-chloro-3,3-dimethyl-2,3-dihydrobenzo[b][1,4]dioxin-6-yl)ethyl)-2,5-dimethylpiperazin-1-yl)-9-ethyl-3-methyl-2-oxo-3,9-dihydro-2H-purin-8-yl)acetonitrile ClC=1C(=CC2=C(OCC(O2)(C)C)C1)C(C)N1C[C@@H](N(C[C@H]1C)C=1C=2N=C(N(C2N(C(N1)=O)C)CC)CC#N)C